C(C)(C)(C)OC(=O)N(CCCCCOC1=NC(=CC=C1S(=O)(=O)[C@@H]1[C@H](CCC1)C(=O)OC)C)C1CCC(CC1)(F)F |r| methyl (1RS,2SR)-2-((2-((5-((tert-butoxycarbonyl)(4,4-difluorocyclohexyl)amino)pentyl)oxy)-6-methylpyridin-3-yl)sulfonyl)cyclopentane-1-carboxylate